2-(2-(3,4-dihydro-2H-pyran-6-yl)-5-ethyl-7-oxo-6-(piperazin-1-yl)-[1,2,4]triazolo[1,5-a]pyrimidin-4(7H)-yl)-N-(2-methyl-6-(trifluoromethyl)pyridin-3-yl)acetamide O1CCCC=C1C1=NN2C(N(C(=C(C2=O)N2CCNCC2)CC)CC(=O)NC=2C(=NC(=CC2)C(F)(F)F)C)=N1